3-[5-(Methoxymethyl)-6-(trifluoromethoxy)pyridin-2-yl]-3-azabicyclo[3.1.0]hexane COCC=1C=CC(=NC1OC(F)(F)F)N1CC2CC2C1